(R)-5-(2-(dimethylamino)ethoxy)-2-methyl-N-(1-(3-(1-methyl-1H-imidazol-5-yl)-5-(1-methyl-1H-pyrazol-4-yl)phenyl)ethyl)benzamide CN(CCOC=1C=CC(=C(C(=O)N[C@H](C)C2=CC(=CC(=C2)C=2C=NN(C2)C)C2=CN=CN2C)C1)C)C